(+/-)-camphorate C(C1(C)C(C)(C)C(C(=O)[O-])CC1)(=O)[O-]